C(C)(C)N1CC(N(C2(CC(C2)C=2OC=C(N2)C)C1=O)CC1=CC=C(C=C1)C(F)(F)F)=O 8-isopropyl-2-(4-methyloxazol-2-yl)-5-(4-(trifluoromethyl)benzyl)-5,8-diazaspiro[3.5]nonane-6,9-dione